N,N-diphenylamino-9,9'-spirobifluorene C1(=CC=CC=C1)N(C1=CC=CC=C1)C1=CC=CC=2C3=CC=CC=C3C3(C12)C1=CC=CC=C1C=1C=CC=CC13